COS(=O)(=O)OC.C(C(=C)C)(=O)OCC[N+](C)(C)C methacryloyloxyethyl-trimethylammonium dimethyl-sulfate